N-[4-(4-methylpiperazin-1-yl)phenyl]-5-(1,3-thiazol-5-yl)-4-{5-[1-(triphenylmethyl)imidazol-4-yl]furan-2-yl}pyrimidin-2-amine CN1CCN(CC1)C1=CC=C(C=C1)NC1=NC=C(C(=N1)C=1OC(=CC1)C=1N=CN(C1)C(C1=CC=CC=C1)(C1=CC=CC=C1)C1=CC=CC=C1)C1=CN=CS1